C(C)(C)(C)OC(=O)N[C@H](C(=O)O)CCNC(=N)N (2S)-2-(tert-butoxycarbonylamino)-4-guanidino-butanoic acid